NCCCN1C(C(=CC=C1)CCNC1=C(N(N=C1)C)C)=O ((2-(1-(3-aminopropyl)-2-oxo-1,2-dihydropyridin-3-yl)ethyl)amino)-2,3-dimethylpyrazole